ClC1=NSC(=N1)C1=NN=C2N1CCN(C2C)C(=O)C2=CC(=C(C=C2)F)[2H] (3-(3-chloro-1,2,4-thiadiazol-5-yl)-8-methyl-5,6-dihydro-[1,2,4]triazolo[4,3-a]pyrazin-7(8H)-yl)(4-fluorophenyl-3-d)methanone